ClC=1N=C(C2=C(N1)C=NC(=N2)SC)N2CCCCC2 chloro-6-methylsulfanyl-4-piperidin-1-ylpyrimidino[5,4-D]pyrimidine